(2-(4-(difluoromethoxy)-3-(fluoromethyl)phenylamino)-5-methylpyrimidin-4-ylamino)benzo[d]oxazol-2(3H)-one formate C(=O)O.FC(OC1=C(C=C(C=C1)NC1=NC=C(C(=N1)NN1C(OC2=C1C=CC=C2)=O)C)CF)F